ClC=1C=C(C=CC1F)NC(N(C)[C@H]1CO[C@H](C=2NC(C=3C=C(C(=CC3C21)F)F)=O)O)=O 3-(3-Chloro-4-fluorophenyl)-(1R)-(8,9-difluoro-4R-hydroxy-6-oxo-1,4,5,6-tetrahydro-2H-pyrano[3,4-c]isoquinolin-1-yl)-1-methylurea